ClC1=C(C(=CC=C1)F)N1N2C(C3=C(C1=O)C=NC(=N3)NC3=CC=C1C(CN(CC1=C3)C)(C)C)=NC=C2 6-(2-chloro-6-fluorophenyl)-2-((2,4,4-trimethyl-1,2,3,4-tetrahydroisoquinolin-7-yl)amino)imidazo[1,2-b]pyrimido[4,5-d]pyridazin-5(6H)-one